CC1(OC2=C(C1)C=C(C(=C2)C2=NN(C=C2)C)NC(=O)C=2C=NN1C2N=CC=C1)C N-(2,2-dimethyl-6-(1-methyl-1H-pyrazol-3-yl)-2,3-dihydrobenzofuran-5-yl)pyrazolo[1,5-a]pyrimidine-3-carboxamide